COC(C1=CN=CC(=C1)C)=O 5-methyl-nicotinic acid methyl ester